(5r,8s)-N-(2-chloro-4-fluorobenzyl)-8-hydroxy-5,6,7,8-tetrahydroquinoline-5-carboxamide ClC1=C(CNC(=O)[C@H]2C=3C=CC=NC3[C@H](CC2)O)C=CC(=C1)F